[Cl-].C(CCC)N1C=[NH+]C(=C1)C 1-Butyl-4-methylimidazolium Chloride